NN1C(=NC(=C1C(=O)OCC)C1=CC=C(C=C1)C(NC1=NC=CC(=C1)C#N)=O)[C@H]1N(CCCC1)C(=O)OC(C)(C)C (S)-tert-butyl 2-(1-amino-4-(4-((4-cyanopyridin-2-yl)carbamoyl)phenyl)-5-(ethoxycarbonyl)-1H-imidazol-2-yl)piperidine-1-carboxylate